tert-butyl 3-[3-[(3S,4R)-4-[4-amino-3-(4-phenoxyphenyl)pyrazolo[3,4-d]pyrimidin-1-yl]-3-fluoro-1-piperidyl]azetidin-1-yl]azetidine-1-carboxylate NC1=C2C(=NC=N1)N(N=C2C2=CC=C(C=C2)OC2=CC=CC=C2)[C@H]2[C@H](CN(CC2)C2CN(C2)C2CN(C2)C(=O)OC(C)(C)C)F